1,1,7,7-tetramethyl-2,3,6,7-tetrahydro-1H,5H,11H-[1]benzopyrano[6,7,8-ij]quinolizin CC1(C=2C3=C(C(CCN3CC1)(C)C)C=C1C=CCOC12)C